BrC1=CC=C(C(=C1)NC1=CC=C(C=C1)OC(C)C)N 5-bromo-N1-(4-isopropoxyphenyl)benzene-1,2-diamine